6'-amino-2,2'-disulfobiphenyl NC1=CC=CC(=C1C1=C(C=CC=C1)S(=O)(=O)O)S(=O)(=O)O